7-Amino-1-methyl-6-(7-(oxetan-3-yl)-1,5,6,7,8,9-hexahydroimidazo[4',5':4,5]benzo[1,2-d]azepin-2-yl)-1,4-dihydro-5H-pyrazolo[4,3-b]pyridin-5-one NC=1C2=C(NC(C1C=1NC=3C(=CC4=C(CCN(CC4)C4COC4)C3)N1)=O)C=NN2C